BrC=1SC2=C3C(CCCOC13)=C(NC2=O)C(COC)N2N=CC=C2 1-bromo-5-(2-methoxy-1-(1H-pyrazol-1-yl)ethyl)-4,6,7,8-tetrahydro-3H-9-oxa-2-thia-4-azabenzo[cd]azulen-3-one